C(=O)(O)N(C(=O)C=1C(=C(C=C(C1)O)CC(=O)O)O)CC1=CC(=C(C=C1)O)O (3-(Carboxy(3,4-dihydroxyphenyl)methylaminocarbonyl)-2,5-dihydroxyphenyl)acetic acid